C1(CC1)N1[C@H](CCC1)CC(=O)NC(COC1=NC=CC=C1C(F)(F)F)(C)C (R)-2-(1-cyclopropylpyrrolidin-2-yl)-N-(2-methyl-1-((3-(trifluoromethyl)pyridin-2-yl)oxy)propan-2-yl)acetamide